3,5-bis(3-aminophenoxy)-benzotrifluoride NC=1C=C(OC=2C=C(C=C(C2)OC2=CC(=CC=C2)N)C(F)(F)F)C=CC1